4-((9-amino-10-methoxy-5,6-dihydrobenzo[d]thieno[3,4-b]oxepin-3-yl)methyl)piperazine-1-carboxylic acid tert-butyl ester C(C)(C)(C)OC(=O)N1CCN(CC1)CC=1SC=C2C1OCCC1=C2C(=C(C=C1)N)OC